N-butyl-8-((8-(didecylamino)-8-oxooctyl)((1s,4s)-4-hydroxycyclohexyl)amino)-N-(heptadecan-9-yl)octanamide C(CCC)N(C(CCCCCCCN(C1CCC(CC1)O)CCCCCCCC(=O)N(CCCCCCCCCC)CCCCCCCCCC)=O)C(CCCCCCCC)CCCCCCCC